4-amino-2-(4-methacrylamido-3-methoxyphenyl)-3-(4-((4-methylpyrimidin-2-yl)oxy)phenyl)thieno[3,2-c]pyridine-7-carboxamide NC1=NC=C(C2=C1C(=C(S2)C2=CC(=C(C=C2)NC(C(=C)C)=O)OC)C2=CC=C(C=C2)OC2=NC=CC(=N2)C)C(=O)N